BrC=1N=C(C(=NC1)OC1C2CN(CC12)C(=O)OC(C)(C)C)C tert-butyl 6-((5-bromo-3-methylpyrazin-2-yl)oxy)-3-azabicyclo[3.1.0]hexane-3-carboxylate